((1R,2R,4S,5S)-3,3-difluoro-7,9-diazatricyclo[3.3.1.02,4]nonane-7,9-diyl)bis(phenyl-methanone) FC1([C@H]2[C@@H]3CN(C[C@H]([C@@H]12)N3C(=O)C3=CC=CC=C3)C(=O)C3=CC=CC=C3)F